[(1R,3R)-1-[2,6-difluoro-4-[2-[3-(fluoromethyl)azetidin-1-yl]ethoxy]phenyl]-3-methyl-1,3,4,9-tetrahydropyrido[3,4-b]indol-2-yl]-phenyl-methanone FC1=C(C(=CC(=C1)OCCN1CC(C1)CF)F)[C@H]1N([C@@H](CC2=C1NC1=CC=CC=C21)C)C(=O)C2=CC=CC=C2